copper sulfide ruthenium [Ru].[Cu]=S